The molecule is a member of the class of 2,5-diketopiperazines that is piperazine-2,5-dione in which one hydrogen at position 3 and one hydrogen at position 6 are replaced by benzyl and 4-hydroxybenzyl groups (the 3S,6S-diastereomer). C1=CC=C(C=C1)C[C@H]2C(=O)N[C@H](C(=O)N2)CC3=CC=C(C=C3)O